ClC=1C=C(C=CC1)C1=CN=CC2=C1SCCN2S(=O)(=O)C2=CC=C(C=C2)OC 8-(3-chlorophenyl)-4-((4-methoxyphenyl)sulfonyl)-3,4-dihydro-2H-pyrido[4,3-b][1,4]thiAzine